Cl.CN(C(=O)O\N=C(/C)\[C@H]1CC[C@H]2[C@@H]3CCC4C[C@](CC[C@@]4([C@H]3CC[C@]12C)C)(C)O)CCNC (E)-1-((3R,8R,9S,10S,13S,14S,17S)-3-hydroxy-3,10,13-trimethylhexadecahydro-1H-cyclopenta[a]phenanthren-17-yl)ethan-1-one O-(methyl(2-(methylamino)ethyl)carbamoyl) oxime hydrochloride